Triphenyl-phosphan C1(=CC=CC=C1)P(C1=CC=CC=C1)C1=CC=CC=C1